methyl-1,4-dioxaspiro[4.5]decane-7-carboxylate COC(=O)C1CC2(OCCO2)CCC1